C(C)(C)(C)OC(=O)N1CCC(=CC1)BC1CC(C(C1)(C)C)(C)C.BrC=1C=C(C(=NC1)OCC=O)NS(=O)(=O)C N-[5-bromo-2-(2-oxoethoxy)pyridin-3-yl]Methanesulfonamide tert-butyl-4-(3,3,4,4-tetramethylcyclopentylboran-1-yl)-3,6-dihydropyridine-1(2H)-carboxylate